4-Hydroxy-4-methylmorpholin-4-ium (S)-3-cyclopropyl-2-(2-((S)-1-(2,3-difluorobenzyl)-5-oxopyrrolidin-2-yl)acetamido)propanoate C1(CC1)C[C@@H](C(=O)[O-])NC(C[C@H]1N(C(CC1)=O)CC1=C(C(=CC=C1)F)F)=O.O[N+]1(CCOCC1)C